C(CC)C1=CC=C(C=C1)C1=CC=C(C=C1)NC1=CC2=C(C3=C(O2)C=C2C=C4C(OC5=C4C=CC(=C5)NC5=CC=C(C=C5)C5=CC=C(C=C5)CCC)=CC2=C3)C=C1 N,N'-bis(4'-propylbiphenyl-4-yl)dibenzo[d,d']naphtho[2,3-b:6,7-b']difuran-3,10-diamine